(E)-(2-(trifluoromethoxy)phenyl)acrylic acid FC(OC1=C(C=CC=C1)C(C(=O)O)=C)(F)F